2-(2,6-dioxopiperidin-3-yl)-5-fluoro-6-((4-(4-((1R,2S)-6-hydroxy-2-phenyl-1,2,3,4-tetrahydronaphthalen-1-yl)phenyl)piperazin-1-yl)methyl)isoindoline-1,3-dione O=C1NC(CCC1N1C(C2=CC(=C(C=C2C1=O)F)CN1CCN(CC1)C1=CC=C(C=C1)[C@H]1[C@H](CCC2=CC(=CC=C12)O)C1=CC=CC=C1)=O)=O